5-Azido-2-(4,4-difluoropiperidin-1-yl)-3-fluoropyridine N(=[N+]=[N-])C=1C=C(C(=NC1)N1CCC(CC1)(F)F)F